C(C)(C)(C)OC(=O)N1[C@@H](CN(C[C@@H]1C)C1=C2C(=NC=C1)NCC2)C.NC2=CC=NC(=C2)C2=C(C(=CC=C2)Cl)Cl 4-amino-6-(2,3-dichlorophenyl)pyridin tert-butyl-(2R,6S)-4-(2,3-dihydro-1H-pyrrolo[2,3-b]pyridin-4-yl)-2,6-dimethylpiperazine-1-carboxylate